CS(=O)(=O)C=1C=C(C=CC1)CC(=O)N1CCN(CC1)C=1C=CC=2N(N1)C=NN2 2-(3-methanesulfonylphenyl)-1-(4-{[1,2,4]triazolo[4,3-b]pyridazin-6-yl}piperazin-1-yl)ethan-1-one